5-(3-Formyl-2-hydroxy-4-methoxy-6-methylbenzoyl)oxy-2-hydroxy-3,6-dimethylbenzoic acid C(=O)C=1C(=C(C(=O)OC=2C=C(C(=C(C(=O)O)C2C)O)C)C(=CC1OC)C)O